(R)-N-((3S,4S)-8-(4-cyano-6-methylpyrimidin-2-yl)-3-methyl-2-oxa-8-azaspiro[4.5]decan-4-yl)-2-methylpropane-2-sulfinamide C(#N)C1=NC(=NC(=C1)C)N1CCC2([C@@H]([C@@H](OC2)C)N[S@](=O)C(C)(C)C)CC1